3-cyclohexyl-4,4-dimethyl-5-((4-methylquinolin-2-yl)methyl)-4,5-dihydroisoxazole C1(CCCCC1)C1=NOC(C1(C)C)CC1=NC2=CC=CC=C2C(=C1)C